NC=1C(=CC=C2CN(C(C12)=O)C1C(NC(CC1)=O)=O)CNC=1OC(=NN1)C1CC2(C1)CCC2 3-(7-amino-1-oxo-6-(((5-(spiro[3.3]heptan-2-yl)-1,3,4-oxadiazol-2-yl)amino)methyl)isoindolin-2-yl)piperidine-2,6-dione